N[C@H]1[C@H](CCC1)OC1=NC=2N(C=C1)C=C(N2)C2=C(C=C(C=C2)N2N=CC=N2)O 2-(7-(((1S,2R)-2-aminocyclopentyl)oxy)imidazo[1,2-a]pyrimidin-2-yl)-5-(2H-1,2,3-triazol-2-yl)phenol